O=C1NC(CCC1N1C(C2=CC=C(C=C2C1=O)NCCCCCC1(CC1)N1CCC(CC1)N1N=CC(=C1)C1=NC2=CC=CC=C2N=C1)=O)=O 2-(2,6-dioxopiperidin-3-yl)-5-((5-(1-(4-(4-(quinoxalin-2-yl)-1H-pyrazol-1-yl)piperidin-1-yl)cyclopropyl)pentyl)amino)isoindoline-1,3-dione